C(#N)C=1N=C(NC1C#N)C(F)(F)F.[K] potassium 4,5-dicyano-2-(trifluoromethyl)imidazole